NC=1C(=NN2C(=NN(C(C21)=O)CC(=O)NC2CC(C2)(C)O)C(C)C)C2CC2 2-(3-amino-2-cyclopropyl-7-isopropyl-4-oxopyrazolo[1,5-d][1,2,4]triazin-5(4H)-yl)-N-((1s,3s)-3-hydroxy-3-methylcyclobutyl)acetamide